C(C)OC=1C=C(C=CC1OC)C(CS(=O)(=O)C)=O 1-(3-Ethoxy-4-methoxyphenyl)-2-methanesulfonyl-ethanone